1,5-bis(4-dodecyloxy-3-methoxyphenyl)-3-oxo-1,5-pentanedisulfonic Acid Diammonium Salt [NH4+].[NH4+].C(CCCCCCCCCCC)OC1=C(C=C(C=C1)C(CC(CC(S(=O)(=O)[O-])C1=CC(=C(C=C1)OCCCCCCCCCCCC)OC)=O)S(=O)(=O)[O-])OC